CC1C=CNN1C1C(NOC1)=O 5-methyl-N-(3-oxoisoxazolidin-4-yl)pyrazoline